FC(C1=NC(=NO1)C=1C=CC(=NC1)CC(C1=CC(=CC=C1)C(F)(F)F)NC(C1=CC=CC=C1)=O)(F)F N-(2-{5-[5-(trifluoromethyl)-1,2,4-oxadiazol-3-yl]pyridin-2-yl}-1-[3-(trifluoromethyl)phenyl]ethyl)benzamide